FC=1C=C(C=C(C1CN1C(OCC=2C=NC=3N=C(C=CC3C21)OC)=O)F)P(O)(O)=O (3,5-difluoro-4-((8-methoxy-2-oxo-2H-[1,3]oxazino[5,4-c][1,8]naphthyridin-1(4H)-yl)methyl)phenyl)phosphonic acid